O1CCN(CC1)C1=C(C=O)C=CC=N1 2-morpholinonicotinaldehyde